tert-butyl-4-((tert-butoxycarbonyl)amino)-4-(4-fluorophenyl)piperidine C(C)(C)(C)N1CCC(CC1)(C1=CC=C(C=C1)F)NC(=O)OC(C)(C)C